C(C)(C)(C)OC(N[C@H](C(COC1=CC=C(C=C1)C(NC(C)(C)C)=O)=O)C)=O N-[(1S)-3-[4-(tert-butylcarbamoyl)phenoxy]-1-methyl-2-oxo-propyl]carbamic acid tert-butyl ester